((3R,4S)-4-amino-3-fluoropiperidin-1-yl)(4-chloro-3,5-difluoro-1H-indol-2-yl)methanone N[C@@H]1[C@@H](CN(CC1)C(=O)C=1NC2=CC=C(C(=C2C1F)Cl)F)F